N-(5-methyl-1,3,4-oxadiazol-2-yl)-3-(methylsulfonyl)-4-(trifluoromethyl)benzamide CC1=NN=C(O1)NC(C1=CC(=C(C=C1)C(F)(F)F)S(=O)(=O)C)=O